NC1=NC=2C(=CC=CC2C=2N1C=C(N2)C(=O)N2C[C@H](CC2)CF)OC (S)-(5-amino-7-methoxyimidazo[1,2-c]quinazolin-2-yl)(3-(fluoromethyl)pyrrolidin-1-yl)methanone